methyl (Z)-5-(chloro (hydroxyimino) methyl)-2-methoxybenzoate Cl\C(\C=1C=CC(=C(C(=O)OC)C1)OC)=N/O